(S)-4-([1,1'-biphenyl]-4-yl)-2-((3-fluoropyrrolidin-1-yl)methyl)pyridine C1(=CC=C(C=C1)C1=CC(=NC=C1)CN1C[C@H](CC1)F)C1=CC=CC=C1